CC=1OC(=CN1)C(=O)NC1=CC(=CC=C1)C=1N=C(C2=C(N1)C=C(S2)C=2C=NC=CC2)N2CCOCC2 2-methyl-N-(3-(4-morpholino-6-(pyridin-3-yl)thieno[3,2-d]pyrimidin-2-yl)phenyl)oxazole-5-carboxamide